tert-butyl 3-cyano-2-cyclopropyl-5-((2-cyclopropyl-4-iodo-5-methylphenyl)amino)-1H-pyrrolo[3,2-b]pyridine-1-carboxylate C(#N)C1=C(N(C=2C1=NC(=CC2)NC2=C(C=C(C(=C2)C)I)C2CC2)C(=O)OC(C)(C)C)C2CC2